(+/-)-2-((8-amino-7-fluoro-6-(4-fluoro-5-methyl-3,4-dihydro-2H-pyrano[2,3-b]pyridin-6-yl)isoquinolin-3-yl)amino)-6-methyl-5,6-dihydro-4H-pyrazolo[1,5-d][1,4]diazepin-7(8H)-one NC=1C(=C(C=C2C=C(N=CC12)NC1=NN2CC(N(CCC2=C1)C)=O)C=1C(=C2C(=NC1)OCC[C@H]2F)C)F |r|